N-[3-(trimethoxysilyl)pentyl]butylamine CO[Si](C(CCNCCCC)CC)(OC)OC